S(N)(OC[C@@H]1OC(O[C@H]1C1=C(C=CC=C1)Cl)(CC)CC)(=O)=O ((4S,5S)-5-(2-chlorophenyl)-2,2-diethyl-1,3-dioxolan-4-yl)methyl sulfamate